(11a'S)-8'-[(5-Bromopentyl)oxy]-7'-methoxy-10'-{[2-(trimethylsilyl)ethoxy]methyl}-1'H-spiro[cyclopropane-1,2'-pyrrolo[2,1-c][1,4]benzodiazepine]-5',11'(10'H,11a'H)-dione BrCCCCCOC1=CC2=C(C(N3[C@H](C(N2COCC[Si](C)(C)C)=O)CC2(C3)CC2)=O)C=C1OC